FC1=C(C=C(C(=C1)OC)F)C=1C=C(C(=O)OC)C(=CN1)F methyl 2-(2,5-difluoro-4-methoxyphenyl)-5-fluoroisonicotinate